FC1=CC=C(C[C@@]2(CN(CC2)C(C2=C(N=CC=C2)C2=NC=NC=C2)=O)C#N)C=C1 (R)-3-(4-fluorobenzyl)-1-(2-(pyrimidin-4-yl)nicotinoyl)pyrrolidine-3-carbonitrile